BrC(OC=1C(=NC(=NC1)Cl)OCC1=CC=C(C=C1)C=1N(C=C(N1)C(F)(F)F)C)(F)F 5-(bromodifluoromethoxy)-2-chloro-4-((4-(1-methyl-4-(trifluoromethyl)-1H-imidazol-2-yl)benzyl)oxy)pyrimidine